(2,4-dimethoxybenzyl)-5-nitro-2-[5-(trifluoromethyl)-1,2,4-oxadiazol-3-yl]benzene-sulfonamide COC1=C(CC=2C(=C(C=C(C2)[N+](=O)[O-])S(=O)(=O)N)C2=NOC(=N2)C(F)(F)F)C=CC(=C1)OC